ClC1=NC=C(C(=C1)C1=C(C=NC(=C1)C)C(=O)OCC1=CC=CC=C1)OC benzyl 2'-chloro-5'-methoxy-6-methyl-(4,4'-bipyridine)-3-carboxylate